6-((tert-butoxycarbonylamino)methyl)benzothiazolecarboxylic acid C(C)(C)(C)OC(=O)NCC1=CC2=C(N=C(S2)C(=O)O)C=C1